C1(=CC=CC=C1)S(=O)(=O)N1C(=CC=2C1=NC=CC2C2=C(C=C(C=N2)NC(=O)[C@@H](CC(C)(C)C)NC(OC(C)(C)C)=O)C)C tert-butyl N-[(1R)-1-[[6-[1-(benzenesulfonyl)-2-methyl-pyrrolo[2,3-b]pyridin-4-yl]-5-methyl-3-pyridyl]carbamoyl]-3,3-dimethyl-butyl]carbamate